C(C)(=O)NCC1=[N+](C=CC(=C1)C1CNCCC1(F)F)[O-] 2-(acetamidomethyl)-4-(4,4-difluoropiperidin-3-yl)pyridine 1-oxide